C(C)(C)(C)C=1C=C(C=O)C=C(C1O)C(C)(C)C 3,5-di-t-butyl-4-hydroxybenzaldehyde